C(#N)\C(=C/C1=C(N(C(=C1)C)C1=C(N=C(S1)C)C(=O)OC)C)\C1=NC2=C(C=NC(=C2)OC)N1 (E)-methyl 5-(3-(2-cyano-2-(6-methoxy-3H-imidazo[4,5-c]pyridin-2-yl) vinyl)-2,5-dimethyl-1H-pyrrol-1-yl)-2-methylthiazole-4-carboxylate